(1S,2S)-N-(2-((6-cyclopropyl-8-(3-methyl-2,4-dioxoimidazolidin-1-yl)imidazo[1,2-a]pyridin-2-yl)methyl)oxazolo[5,4-c]pyridin-4-yl)-2-(4-methylpyrimidin-2-yl)cyclopropane-1-carboxamide C1(CC1)C=1C=C(C=2N(C1)C=C(N2)CC=2OC=1C(=NC=CC1N2)NC(=O)[C@@H]2[C@H](C2)C2=NC=CC(=N2)C)N2C(N(C(C2)=O)C)=O